5-fluoro-3,7-dihydro-4H-pyrrolo[2,3-d]pyrimidin-4-one di(triethylamine) salt C(C)N(CC)CC.C(C)N(CC)CC.FC1=CNC=2N=CNC(C21)=O